Pyrrolidinedione C1CNC(=O)C1=O